ClCCCCC(=O)OCCCCCCCCCCCCCCCCCCCC eicosyl 5-chlorovalerate